(S)-1-azido-2-(3-(cyclopropylmethoxy)-4-fluorophenyl)butan-2-ol N(=[N+]=[N-])C[C@@](CC)(O)C1=CC(=C(C=C1)F)OCC1CC1